C(#C)C1=NC=CC(=N1)C1=NC=2C=CC3=C(C2C=C1)C1=C(S3)C(N[C@@H](CN1)C)=O (R)-3-(2-ethynylpyrimidin-4-yl)-10-methyl-9,10,11,12-tetrahydro-8H-[1,4]diazepino[5',6':4,5]thieno[3,2-f]quinolin-8-one